CN1C(CN2C(CC1)=CC(=N2)NC=2N=CC1=C(N=C(C=C1C2)C2=C(C1=C(OCCN1)N=C2)C)C)=O 6-methyl-2-((8-methyl-6-(8-methyl-2,3-dihydro-1H-pyrido[2,3-b][1,4]oxazin-7-yl)-2,7-naphthyridin-3-yl)amino)-5,6-dihydro-4H-pyrazolo[1,5-d][1,4]diazepin-7(8H)-one